(R)-4-(5-(5-fluoro-2-methoxypyridin-4-yl)-1H-pyrazole-3-carbonyl)-N-((5s,8s)-1-methyl-2-oxo-1-azaspiro[4.5]decan-8-yl)-4-azaspiro[2.5]octane-7-carboxamide FC=1C(=CC(=NC1)OC)C1=CC(=NN1)C(=O)N1C2(CC2)C[C@@H](CC1)C(=O)NC1CCC2(CCC(N2C)=O)CC1